ethyl-naphthate C(C)OC(=O)C1=CC=CC2=CC=CC=C12